4-amino-1-(3-chloro-10,11-dihydro-5H-dibenzo[b,f]azepin-5-yl)butan-1-one NCCCC(=O)N1C2=C(CCC3=C1C=CC=C3)C=CC(=C2)Cl